(S)-5-(2-fluoro-4-(3-(methylamino)-1-phenylpropoxy)benzyl)-2-methoxy-5,6,7,8-tetrahydro-4H-pyrazolo[1,5-a][1,4]diazepin-4-one FC1=C(CN2C(C=3N(CCC2)N=C(C3)OC)=O)C=CC(=C1)O[C@@H](CCNC)C1=CC=CC=C1